FC1=C(C=CC=C1C1=NOC(=N1)C1CCOCC1)C(O)(C1(CNC1)C)C1=CC=C(C=C1)C(C)C {2-Fluoro-3-[5-(tetrahydro-pyran-4-yl)-[1,2,4]oxadiazol-3-yl]-phenyl}-(4-isopropyl-phenyl)-(3-methyl-azetidin-3-yl)-methanol